C(#N)C=1C=C2CC(CC2=CC1)NC1=NC=C(C=N1)C(=O)O 2-((5-cyano-2,3-dihydro-1H-inden-2-yl)amino)pyrimidine-5-carboxylic acid